C1(=CC=CC=C1)C1=C(C=C(C=C1)C1=CC=CC=C1)C1=CC(=C2C=CC=C3C4=C(C=CC5=C(C=CC(C1=C23)=C45)Br)C4=CC=CC=C4)Br 1-([1,1':4',1''-terphenyl]-2'-yl)-3,10-dibromo-7-phenylperylene